pentaerythritol dimethacrylate C(C(=C)C)(=O)OCC(COC(C(=C)C)=O)(CO)CO